2-nitro-4-(1H-1-pyrrolyl)aniline [N+](=O)([O-])C1=C(N)C=CC(=C1)N1C=CC=C1